C12NC(C(C=C1)C2)=O 2-aza-bicyclo[2.2.1]hept-5-en-3-one